2-(2-fluorophenyl)-N-(3-((3-(pyrimidin-2-yl)-1H-indazol-6-yl)thio)phenyl)acetamide FC1=C(C=CC=C1)CC(=O)NC1=CC(=CC=C1)SC1=CC=C2C(=NNC2=C1)C1=NC=CC=N1